O=C1N(OCCC1)CC=1C=CC=C(C(=O)N)C1 5-[(3-oxooxazinan-2-yl)methyl]benzamide